ClC=1C=C(C=C(C1)NS(=O)(=O)C)C=1N(C(=CC1C(=O)N)C1=NC=CC=C1OC(C)C1=CC(=CC(=C1)C(F)(F)F)F)C (3-chloro-5-methanesulfonamidophenyl)-5-{3-[1-[3-fluoro-5-(trifluoromethyl)phenyl]ethoxy]pyridin-2-yl}-1-methyl-1H-pyrrole-3-carboxamide